1-((2-(2,6-dioxopiperidin-3-yl)-1-oxoisoindolin-4-yl)methyl)-3-fluoropiperidin-4-ylmethanesulfonate O=C1NC(CCC1N1C(C2=CC=CC(=C2C1)CN1CC(C(CC1)CS(=O)(=O)[O-])F)=O)=O